C(CC(O)(C(=O)[O-])CC(=O)[O-])(=O)[O-].C(CC(O)(C(=O)O)CC(=O)O)(=O)O.C(CC(O)(C(=O)O)CC(=O)O)(=O)[O-].[Ti+4] titanium tris-citrate